(S)-4-((3,3-difluorocyclobutyl)(4-(5,6,7,8-tetrahydro-1,8-naphthyridin-2-yl)butyl)amino)-2-((1-methyl-1H-pyrazolo[3,4-d]pyrimidin-4-yl)amino)butanoic acid FC1(CC(C1)N(CC[C@@H](C(=O)O)NC1=C2C(=NC=N1)N(N=C2)C)CCCCC2=NC=1NCCCC1C=C2)F